COC(C=1C(OC(C)=O)=CC=C(O)C1)=O 2-O-acetyl-gentisic acid methyl ester